3-(5-carbamoyl-2-chloro-3-nitro-phenoxy)propyl 4-methylbenzenesulfonate CC1=CC=C(C=C1)S(=O)(=O)OCCCOC1=C(C(=CC(=C1)C(N)=O)[N+](=O)[O-])Cl